C1(CCCCC1)COC=1C=C(C=CC1)CC(CNC(OC(C)(C)C)=O)O tert-Butyl 3-(3-(cyclohexylmethoxy)phenyl)-2-hydroxypropylcarbamate